6-((trans)-2-fluorocyclopropyl)-2-hydroxynicotinonitrile F[C@H]1[C@@H](C1)C1=NC(=C(C#N)C=C1)O